ClC=1C(=NC(=NC1)NC=1C(=CC(=C(C1)NC(C1=CC(=CC=C1)OC)=O)N1CCC(CC1)N1CCN(CC1)C)OC)NC1=C(C=CC=C1)P(=O)(C)C N-(5-((5-chloro-4-((2-(dimethylphosphoryl)phenyl)amino)pyrimidin-2-yl)amino)-4-methoxy-2-(4-(4-methylpiperazin-1-yl)piperidin-1-yl)phenyl)-3-methoxybenzamide